FC1=CC(=C(C=C1C=1C=NC=C(C1)OC)O)I 4-fluoro-2-iodo-5-(5-methoxypyridin-3-yl)phenol